FC1=C(C=CC(=C1F)C=1C=NNC1)C1CCNCC1 4-(2,3-difluoro-4-(1H-pyrazol-4-yl)phenyl)piperidine